Mercaptopurin N1=CNC=2N=CNC2C1=S